C=C1C(CCCC1)OC(C)OCCOCCOC=C 1-methylen-2-[1-[2-(2-vinyloxyethoxy)ethoxy]ethoxy]-cyclohexan